BrC=1SC(=CC1C(=O)OCC)C(C(F)(F)F)(F)F ethyl 2-bromo-5-(1,1,2,2,2-pentafluoroethyl)thiophene-3-carboxylate